CN(C(CC=1C=C(C=NC1OC)OC(NC)=O)=O)C (5-(2-(Dimethylamino)-2-oxoethyl)-6-methoxypyridin-3-yl)(methyl)carbamate